1-[6-[4-(5-chloro-6-methyl-1H-indazol-4-yl)-5-methyl-3-(1-methylindol-5-yl)pyrazol-1-yl]-2-azaspiro[3.3]hept-2-yl]prop-2-en-1-one ClC=1C(=C2C=NNC2=CC1C)C=1C(=NN(C1C)C1CC2(CN(C2)C(C=C)=O)C1)C=1C=C2C=CN(C2=CC1)C